ClC1=CC2=C(C=N1)C=C(N2C)C2=CC(=NC=C2)N(C(OC(C)(C)C)=O)CC(F)(F)F tert-butyl N-[4-(6-chloro-1-methyl-pyrrolo[3,2-c]pyridin-2-yl)-2-pyridyl]-N-(2,2,2-trifluoroethyl)carbamate